1-(2,3-dihydro-1-methyl-2-oxo-1H-indol-3-yl)-3-(methoxycarbonyl)-pyridine bromonium salt [BrH2+].CN1C(C(C2=CC=CC=C12)N1CC(=CC=C1)C(=O)OC)=O